COC(=O)[C@@H]1NCCN(C1)C(NC=1SC(=C(N1)C1=CC(=CC=C1)C#N)C1=CC(=NC(=C1)C)Cl)=O.FC=1C=C(C=CC1F)C1=C(C(=CC=N1)C(C)(C)O)F 6-(3,4-difluorophenyl)-5-fluoro-4-(2-hydroxypropan-2-yl)pyridine Methyl-(2R)-4-[[5-(2-chloro-6-methyl-4-pyridyl)-4-(3-cyanophenyl)thiazol-2-yl]carbamoyl]piperazin-2-carboxylat